SC1=C(C=2NC3=CC=CC=C3C2C=C1)C1=NC=CC=C1 sulfydryl-pyridyl-carbazole